BrC1=CC(=C(C=C1)OC)C 4-bromo-1-methoxy-2-methyl-benzene